O=S1([C@H](CCC1)CNC1=NC=C(C=2N=CN(C(C21)=O)C)C2=CC=C(C=C2)C(F)(F)F)=O |r| racemic-5-(((1,1-dioxidotetrahydrothiophen-2-yl)methyl)amino)-3-methyl-8-(4-(trifluoromethyl)phenyl)pyrido[4,3-d]pyrimidin-4(3H)-one